(1-(2-chlorophenyl)-2-(4,4,5,5-tetramethyl-1,3,2-dioxaborolan-2-yl)allyl)diphenylphosphine oxide ClC1=C(C=CC=C1)C(C(=C)B1OC(C(O1)(C)C)(C)C)P(C1=CC=CC=C1)(C1=CC=CC=C1)=O